4-(2-amino-4-bromo-5-chloro-3-fluorobenzoyl)piperazine-1-carboxylic acid tert-butyl ester C(C)(C)(C)OC(=O)N1CCN(CC1)C(C1=C(C(=C(C(=C1)Cl)Br)F)N)=O